C1(=CC=CC=C1)NC(=O)[C@@H]1[C@@H]([C@H]2CC[C@@H]1C2)NC(OC(C)(C)C)=O Tert-butyl ((1S,2R,3S,4R)-3-(phenylcarbamoyl)bicyclo[2.2.1]heptan-2-yl)carbamate